2-(hydroxymethyl)pyridine OCC1=NC=CC=C1